2-(5-bromo-2-((4-methoxybenzyl)oxy)phenoxy)-1-(6-methoxypyridin-3-yl)ethanone BrC=1C=CC(=C(OCC(=O)C=2C=NC(=CC2)OC)C1)OCC1=CC=C(C=C1)OC